sodium valproate salt C(C(CCC)CCC)(=O)[O-].[Na+]